4-(7-bromo-2-chloro-8-fluoro-quinazolin-4-yl)-1,4-oxaazepane BrC1=CC=C2C(=NC(=NC2=C1F)Cl)N1CCOCCC1